tert-butyl 6-((1S,2R)-2-((2-(2,6-dioxopiperidin-3-yl)-1-oxoisoindolin-5-yl)methyl)cyclohexyl)-2,6-diazaspiro[3.3]heptane-2-carboxylate O=C1NC(CCC1N1C(C2=CC=C(C=C2C1)C[C@@H]1[C@H](CCCC1)N1CC2(CN(C2)C(=O)OC(C)(C)C)C1)=O)=O